N,N-diethyl-2,6-dihydroxy-3'-methyl-4-pentyl-[1,1'-biphenyl]-3-carboxamide C(C)N(C(=O)C=1C(=C(C(=CC1CCCCC)O)C1=CC(=CC=C1)C)O)CC